(2,6-dihydroxy-5'-methyl-4-pentyl-2'-(prop-1-en-2-yl)-1',2',3',4'-tetrahydro-[1,1'-biphenyl]-3-yl)((S)-2-methylaziridin-1-yl)methanone OC1=C(C(=CC(=C1C(=O)[N@@]1C(C1)C)CCCCC)O)C1C(CCC(=C1)C)C(=C)C